CC(CC(=O)ON1C(CCC1=O)=O)(C)SSC1=NC=CC=C1 3-methyl-3-(2-pyridyldithio)-butyric acid, 2,5-dioxo-1-pyrrolidinyl ester